OCC1=CC=C2C(C=3C=CC=CC3C(C2=C1)=O)=O 7-hydroxymethyl-anthraquinone